C1(=CC=CC=C1)C1=C(C2=C(OC3=C2C=CC=C3)C=C1)N 2-phenyldibenzo[b,d]furan-1-amine